6-bromo-7-chloro-1-methyl-2,3-dihydroindole-2-one BrC1=CC=C2CC(N(C2=C1Cl)C)=O